N-methoxy-1-[4-[5-(trifluoromethyl)-1,2,4-oxadiazol-3-yl]phenyl]ethanimine CON=C(C)C1=CC=C(C=C1)C1=NOC(=N1)C(F)(F)F